BrC1=C(C=C2C(=CC(=NC2=C1)Cl)Cl)F 7-bromo-2,4-dichloro-6-fluoroquinoline